ClC=1N=C(SC1)C=1N=NN(C1)[C@@H]1[C@H]([C@@H](SC=2C=C(C(=NC2)C#N)Br)O[C@@H]([C@@H]1O)CO)OC 3-bromo-2-cyanopyridin-5-yl 3-[4-(4-chlorothiazol-2-yl)-1H-1,2,3-triazol-1-yl]-3-deoxy-2-O-methyl-1-thio-alpha-D-galactopyranoside